(3-(4-bromophenyl)bicyclo[1.1.1]pentan-1-yl)methanol BrC1=CC=C(C=C1)C12CC(C1)(C2)CO